C1=C(C=CC=2CCCCC12)C(C)N 1-(5,6,7,8-tetrahydronaphthalen-2-yl)ethan-1-amine